Trans-(1S,2R)-1-(2-chlorophenyl)-N1-methyl-N2-(3-morpholinopropyl)cyclohexane-1,2-diamine trihydrochloride Cl.Cl.Cl.ClC1=C(C=CC=C1)[C@@]1([C@@H](CCCC1)NCCCN1CCOCC1)NC